O=[SH2]1CCOCC1 4-oxido-1,4λ6-oxathian